ClC1=C(C(=O)O)C=C(C(=C1)Cl)S(N)(=O)=O 2,4-dichloro-5-sulfamoyl-benzoic acid